CC1=NC=C2C(N1)=NC=C2C#N 2-methyl-pyrrolo[2,3-d]pyrimidine-5-carbonitrile